CSC1=NC=C(C=N1)OB(O)O (2-(methylthio)pyrimidin-5-yl)boric acid